CS(=O)(=O)[O-].C1(CCCCC1)P(C1=C(C=CC=C1)C1=C(C=CC=C1OC(C)C)OC(C)C)C1CCCCC1.[Pd+2].CS(=O)(=O)[O-] palladium (II) dicyclohexyl-[2-(2,6-diisopropoxyphenyl)phenyl]phosphane methanesulfonate